N1-(4-methoxy-3-(trifluoromethyl)benzyl)-N2-(1H-pyrrolo[3,2-b]pyridin-3-yl)oxalamide COC1=C(C=C(CNC(C(=O)NC2=CNC=3C2=NC=CC3)=O)C=C1)C(F)(F)F